CC=1C(C[C@@H](CC1)C(=C)C)=O (5R)-2-methyl-5-prop-1-en-2-yl-cyclohex-2-en-1-one